2-[[tert-butyl(dimethyl)silyl]oxymethyl]-7-fluoro-indan-5-ol [Si](C)(C)(C(C)(C)C)OCC1CC2=C(C=C(C=C2C1)O)F